ClC=1N=CC2=C(N1)C(=C(N=C2)Cl)F 2,7-dichloro-8-fluoropyrido[4,3-d]pyrimidine